1-(3-((4-((5-(furan-3-yl)-2-methoxyphenyl)amino)-7-methoxyquinazolin-6-yl)oxy)azetidin-1-yl)prop-2-en-1-one O1C=C(C=C1)C=1C=CC(=C(C1)NC1=NC=NC2=CC(=C(C=C12)OC1CN(C1)C(C=C)=O)OC)OC